BrC1=C(C=CC2=C1C(=N[C@H](C(=N2)N)C)C2=C(C=CC=C2F)F)Cl (3S)-6-bromo-7-chloro-5-(2,6-difluorophenyl)-3-methyl-3H-1,4-benzodiazepine-2-Amine